{[(4-chlorophenyl)methyl]amino}-N-{4-[2-oxo-2-(3-oxopiperazinyl)ethyl]phenyl}carboxamide ClC1=CC=C(C=C1)CNC(=O)NC1=CC=C(C=C1)CC(N1CC(NCC1)=O)=O